2-(tetrahydro-2H-pyran-4-carboxamido)-5-(5-nitrothiophen-2-yl)methyleneaminothiophene-3,4-dicarboxylic acid diethyl ester C(C)OC(=O)C1=C(SC(=C1C(=O)OCC)N=CC=1SC(=CC1)[N+](=O)[O-])NC(=O)C1CCOCC1